tert-butyl 4-(2-((1-(3,4-dichlorophenyl)-4,5-dihydro-1H-pyrazol-3-yl)amino)-2-oxoethyl)-3-methyl-5-oxopiperazine-1-carboxylate ClC=1C=C(C=CC1Cl)N1N=C(CC1)NC(CN1C(CN(CC1=O)C(=O)OC(C)(C)C)C)=O